N-((4-(4-methoxy-3-methylphenyl)bicyclo[2.2.2]oct-1-yl)methyl)cyclohexanecarboxamide COC1=C(C=C(C=C1)C12CCC(CC1)(CC2)CNC(=O)C2CCCCC2)C